OC1=C(C=CC=C1)C1=CC(=CN=N1)N1CCC(CC1)(C(=O)N(C1CCNCC1)C)C1=CC=NC=C1 1-[6-(2-hydroxyphenyl)pyridazin-4-yl]-N-methyl-N-(piperidin-4-yl)-4-(pyridin-4-yl)piperidine-4-carboxamide